OCCCC1C(NC(C1)(C)C)=O 3-(3-hydroxypropyl)-5,5-dimethylpyrrolidin-2-one